2-amino-6-hydroxy-2-(4-(trifluoromethyl)phenyl)cyclohexan-1-one oxalate C(C(=O)O)(=O)O.NC1(C(C(CCC1)O)=O)C1=CC=C(C=C1)C(F)(F)F